F[C@@H]1CN(CC[C@@H]1OC)C1=NC=CC(=N1)NC=1N=CC2=C(C=CC(=C2C1)C1CN(C1)C(C=C)=O)N1[C@@H]([C@H](C1)CS(=O)(=O)C)C 1-(3-(3-((2-((3R,4S)-3-fluoro-4-methoxypiperidin-1-yl)pyrimidin-4-yl)amino)-8-((2R,3S)-2-methyl-3-((methylsulfonyl)methyl)azetidin-1-yl)isoquinolin-5-yl)azetidin-1-yl)prop-2-en-1-one